3,4'-bis[N-(9,9-dimethylfluoren-2-yl)-N-phenylamino]biphenyl CC1(C2=CC=CC=C2C=2C=CC(=CC12)N(C1=CC=CC=C1)C=1C=C(C=CC1)C1=CC=C(C=C1)N(C1=CC=2C(C3=CC=CC=C3C2C=C1)(C)C)C1=CC=CC=C1)C